tetrahydro-1H-indol N1CCC2CC=CC=C12